2-[2,5-dimethyl-4-[1-tetrahydropyran-2-yl-3-(2-triisopropylsilylethynyl)indazol-5-yl]pyrazol-3-yl]oxy-propan-1-amine CN1N=C(C(=C1OC(CN)C)C=1C=C2C(=NN(C2=CC1)C1OCCCC1)C#C[Si](C(C)C)(C(C)C)C(C)C)C